benzyl (S)-2-(cyanomethyl)-4-(2-(((R)-morpholin-2-yl)methoxy)-7-(naphthalen-1-yl)-5,6,7,8-tetrahydropyrido[3,4-d]pyrimidin-4-yl)piperazine-1-carboxylate hydrochloride Cl.C(#N)C[C@@H]1N(CCN(C1)C=1C2=C(N=C(N1)OC[C@H]1CNCCO1)CN(CC2)C2=CC=CC1=CC=CC=C21)C(=O)OCC2=CC=CC=C2